5-[2-(3-Chloro-5-trifluoromethyl-phenylamino)-5-methyl-pyrimidin-4-ylamino]-3H-benzooxazol-2-one ClC=1C=C(C=C(C1)C(F)(F)F)NC1=NC=C(C(=N1)NC=1C=CC2=C(NC(O2)=O)C1)C